1-(((1-(benzo[d][1,3]dioxol-5-yl)propan-2-yl)carbamoyl)oxy)ethyl acetate C(C)(=O)OC(C)OC(NC(CC1=CC2=C(OCO2)C=C1)C)=O